ClC1=C(C=CC(=C1)Cl)[C@H]1[C@H](CC1)NC(C1=C(N=CC=C1)C(F)(F)F)=O |r| N-[rac-(1s,2s)-2-(2,4-dichlorophenyl)cyclobutyl]-2-(trifluoromethyl)nicotinamide